2-bromo-4-methoxy-1,3-benzothiazole-6-carboxylate BrC=1SC2=C(N1)C(=CC(=C2)C(=O)[O-])OC